BrC1=C(C=C(C=C1)C(C(OCC)OCC)=O)F 1-(4-bromo-3-fluorophenyl)-2,2-diethoxyethanone